4-(4-(5-chloro-2-methyl-3H-imidazo[4,5-b]pyridin-3-yl)benzyl)morpholine ClC1=CC=C2C(=N1)N(C(=N2)C)C2=CC=C(CN1CCOCC1)C=C2